N1N=CC2=CC(=CC=C12)C1=CN=CC2=C1SCCN2S(=O)(=O)[O-] (8-(1H-indazol-5-yl)-2,3-dihydro-4H-pyrido[4,3-b][1,4]thiazin-4-yl)sulfonate